NC1=NC=2C=CC=CC2C2=C1N=C(N2C[C@@H](C)O[P@](=O)(OC2=CC=C(C=C2)Cl)N[C@@H](C)C(=O)OCC(C)(C)C)COCC neopentyl ((S)-(((R)-1-(4-amino-2-(ethoxymethyl)-1H-imidazo[4,5-c]quinolin-1-yl) propan-2-yl) oxy) (4-chlorophenoxy) phosphoryl)-L-alaninate